tert-butyl N6-(4-(4-iodophenyl)butanoyl)-L-lysinate IC1=CC=C(C=C1)CCCC(=O)NCCCC[C@H](N)C(=O)OC(C)(C)C